(S)-1-bromo-6,7,8,9-tetrahydro-5H-benzo[7]annulen-5-ol BrC1=CC=CC2=C1CCCC[C@@H]2O